OC1CC2(CC(C2)N(C(OC(C)(C)C)=O)C)C1 tert-butyl (6-hydroxyspiro[3.3]hept-2-yl)(methyl)carbamate